CSC1=NC=CC(=N1)N1C=NC=C1 3-(2-(methylthio)pyrimidin-4-yl)imidazole